1-methylbutyl cyanoacrylate C(#N)C(C(=O)OC(CCC)C)=C